COC1=C(C(=CC(=C1)OC)OC)C(C=CC=1C=C(C(=O)O)C=CC1)=O 3-[3-(2,4,6-Trimethoxyphenyl)-3-oxo-1-propenyl]benzoic acid